CN(C(OC(C)(C)C)=O)CCN(CC=1N(N=CC1C=1C=C2C(=NN(C2=CC1)C1OCCCC1)C#C[Si](C(C)C)(C(C)C)C(C)C)C)C tert-butyl N-methyl-N-[2-[methyl-[[2-methyl-4-[1-tetrahydropyran-2-yl-3-(2-triisopropylsilylethynyl)indazol-5-yl]pyrazol-3-yl]methyl]amino]ethyl]carbamate